1-(5-(((S)-4-(((1r,4S)-4-methoxycyclohexyl)methyl)-3-methylpiperazin-1-yl)methyl)pyrazolo[1,5-a]pyridin-3-yl)dihydropyrimidine-2,4(1H,3H)-dione COC1CCC(CC1)CN1[C@H](CN(CC1)CC1=CC=2N(C=C1)N=CC2N2C(NC(CC2)=O)=O)C